1,1-dimethyl-N-phenethyl-3,4-dihydroisoquinoline-2(1H)-carboxamide CC1(N(CCC2=CC=CC=C12)C(=O)NCCC1=CC=CC=C1)C